N[N] aminonitrogen